tert-butyl (2-methoxy-4-(methylamino)-5-nitrophenyl)carbamate COC1=C(C=C(C(=C1)NC)[N+](=O)[O-])NC(OC(C)(C)C)=O